N-[(dimethylamino)-1H-1,2,3-triazolo[4,5-b]Pyridin-1-yl-methylene]-N-methyl-ammonium Hexafluorophosphate F[P-](F)(F)(F)(F)F.CN(C)C(=[NH+]C)N1N=NC2=NC=CC=C21